N-[8-amino-6-(2,6-dichlorophenyl)-7-fluoroisoquinolin-3-yl]2-fluorocyclopropane-1-carboxamide NC=1C(=C(C=C2C=C(N=CC12)NC(=O)C1C(C1)F)C1=C(C=CC=C1Cl)Cl)F